methyl (E)-3-(5-((4-(2-(4-chloro-2-fluorophenyl)-2-methylbenzo[d][1,3]dioxol-4-yl)piperidin-1-yl)methyl)-1,3,4-oxadiazol-2-yl)acrylate ClC1=CC(=C(C=C1)C1(OC2=C(O1)C=CC=C2C2CCN(CC2)CC2=NN=C(O2)/C=C/C(=O)OC)C)F